CN(C1=CC(=NC=C1)C#N)C 4-(dimethylamino)pyridine-2-carbonitrile